BrC=1SC=2C(N[C@H](CN3C2C1CC(C3)(F)F)CN3CC(C3)OC)=O (S)-2-bromo-4,4-difluoro-7-((3-methoxyazetidin-1-yl)methyl)-4,5,7,8-tetrahydro-3H-1-thia-5a,8-diazabenzo[cd]azulen-9(6H)-one